N'-Acetyllysine C(C)(=O)NCCCC[C@H](N)C(=O)O